N1C=NC(=C1)CNC(=O)[C@@H]1CN(CC[C@H]1NC(=O)C1=NOC(=C1)C1=C(C=C(C=C1)F)F)C1CCCCC1 |o1:9,14| (3R*,4R*)-1-Cyclohexyl-4-{[5-(2,4-difluoro-phenyl)-isoxazole-3-carbonyl]-amino}-piperidine-3-carboxylic acid (1H-imidazol-4-ylmethyl)-amide